CC1=[N+](C2=CC=C(C=C2C1(C)C)S(=O)(=O)[O-])CCCCS(=O)(=O)[O-].[K+] potassium 2,3,3-trimethyl-1-(4-sulfonatobutyl)-3H-indol-1-ium-5-sulfonate